1-(6-bromo-3,4-dihydroisoquinolin-2(1H)-yl)ethan-1-one potassium 4-amino-3-chloro-5-fluoro-6-(7-fluoro-1H-indol-6-yl)pyridine-2-carboxylate NC1=C(C(=NC(=C1F)C1=CC=C2C=CNC2=C1F)C(=O)[O-])Cl.[K+].BrC=1C=C2CCN(CC2=CC1)C(C)=O